NC1=C(C=NN1)C#N 5-Aminopyrazole-4-carbonitrile